BrC=1SC=C(C1CC(C(=O)OC)N(C)C(=O)OC(C)(C)C)C#N methyl 3-(2-bromo-4-cyano-3-thienyl)-2-[tert-butoxycarbonyl(methyl)amino]propanoate